(5-(4,4-Difluorocyclohexyl)-4-methoxypyridin-2-yl)carbamic acid tert-butyl ester C(C)(C)(C)OC(NC1=NC=C(C(=C1)OC)C1CCC(CC1)(F)F)=O